((5-methyl-2,3,4,5-tetrahydro-1H-benzo[b][1,4]diazepin-1-yl)methyl)-N-hydroxybenzamide CN1C2=C(N(CCC1)CC1=C(C(=O)NO)C=CC=C1)C=CC=C2